bis[(oxetan-3-yl)methyl]ether O1CC(C1)COCC1COC1